Cl.OC1=CC=C(C=C1)CCN1N=CC2=CC=CC=C12 1-(4-Hydroxyphenylethyl)-1H-indazole hydrochloride